1-Butyl-N-ethyl-5-(4-(5-(trifluoromethyl)-1,2,4-oxadiazol-3-yl)pyridin-2-yl)-1H-pyrrolo[2,3-c]pyridine-2-carboxamide C(CCC)N1C(=CC=2C1=CN=C(C2)C2=NC=CC(=C2)C2=NOC(=N2)C(F)(F)F)C(=O)NCC